FC1=C(C#N)C=CC=C1F 2,3-Difluorobenzonitrile